acryloylpyridinium C(C=C)(=O)[N+]1=CC=CC=C1